C(C=C)NC([C@@H](NC(=O)O)CC(C)C)=O N-allylcarboxyleucine amide